(2R,6R)-2-amino-6-hydroxy-2-(4-(trifluoromethyl)phenyl)cyclohexan-1-one hydrochloride Cl.N[C@@]1(C([C@@H](CCC1)O)=O)C1=CC=C(C=C1)C(F)(F)F